C(CC1=CC=CC=C1)C1=NC(=CC2=C1NC1=CC=CC=C21)C(=O)NC2=CC=NC=C2 1-phenethyl-N-(pyridin-4-yl)-9H-pyrido[3,4-b]indol-3-amide